C(C(=C)C)(=O)OC1C(CC(CC1C(C(F)(F)F)(C(F)(F)F)O)C(C(F)(F)F)(C(F)(F)F)O)C(C(F)(F)F)(C(F)(F)F)O 2,4,6-tris(1,1,1,3,3,3-hexafluoro-2-hydroxy-2-propanyl)cyclohexyl methacrylate